(S)-N-((3-(3,5-difluoro-4-(2-thia-6-azaspiro[3.3]hept-6-yl)phenyl)-2-oxo-oxazolidin-5-yl)methyl)cyclopropanecarboxamide FC=1C=C(C=C(C1N1CC2(CSC2)C1)F)N1C(O[C@H](C1)CNC(=O)C1CC1)=O